C(=CCCCCCCCCCCCCCCCC)N1C(=C(C(C2=C(C=C(C=C12)OCC)OCC)=O)OCC)C1=CC=CC=C1 N-octadecenyl-2-phenyl-3,5,7-triethoxyquinolin-4-one